CCCCC/C=C\\C=C\\C=C\\CCCCCCC(=O)O The molecule is a conjugated linolenic acid having three double bonds located at positions 8, 10 and 12 (the 8E,10E,12Z-geoisomer) It has a role as a plant metabolite. It is an omega-6 fatty acid and a conjugated linolenic acid.